BrC1=C(N[C@H](C)C=2C=C(C=C3C(N(C(=NC23)N2CCOCC2)C)=O)C)C=CC(=C1)F 8-[(1R)-1-(2-bromo-4-fluoro-anilino)ethyl]-3,6-dimethyl-2-morpholino-quinazolin-4-one